C(C1=CC=CC=C1)N1C(=CC2=CC=CC(=C12)N1C(C=2N(C=3C(=C(C=CC3C2CCCOC2=CC(=C(C(=C2)C)Cl)C)Cl)C=2C(=NN(C2C)C)C)[C@@H](C1)C)=O)C(=O)O 1-Benzyl-7-[(4R)-7-chloro-10-[3-(4-chloro-3,5-dimethyl-phenoxy)propyl]-4-methyl-1-oxo-6-(1,3,5-trimethylpyrazol-4-yl)-3,4-dihydropyrazino[1,2-a]indol-2-yl]indole-2-carboxylic acid